FC(C1=CC=C(OC2CN(C2)C(C=C)=O)C=C1)(F)F 1-(3-(4-(trifluoromethyl)phenoxy)azetidin-1-yl)prop-2-en-1-one